C(C)(=O)C=1C2=C(C(=NC1)N)C(=NN2[C@@H]2CN(CC2)C(C=C)=O)C=2SC1=C(C2)C(=C(C=C1OC)C)F (S)-1-(3-(7-acetyl-4-amino-3-(4-fluoro-7-methoxy-5-methylbenzothiofuran-2-yl)-1H-pyrazolo[4,3-c]pyridin-1-yl)pyrrolidin-1-yl)prop-2-en-1-one